FC=1C(=NC(=C(C1)B1OC(C(O1)(C)C)(C)C)F)N(CC1=CC=C(C=C1)OC)CC1=CC=C(C=C1)OC 3,6-difluoro-N,N-bis[(4-methoxyphenyl)methyl]-5-(4,4,5,5-tetramethyl-1,3,2-dioxaborolan-2-yl)pyridin-2-amine